7-methoxy-6-(3-morpholinopropoxy)quinazolin COC1=C(C=C2C=NC=NC2=C1)OCCCN1CCOCC1